BrC1=CC=C(C=C1)C1=NNC(O[C@@H]1C)=O |r| (rac)-5-(4-bromophenyl)-6-methyl-3,6-dihydro-2H-1,3,4-oxadiazin-2-one